N-(3-cyanophenyl)-7-oxo-6-phenyl-1-(1-isopropyl-1H-pyrazol-4-yl)-4,5,6,7-tetrahydro-1H-pyrazolo[3,4-c]pyridine-3-carboxamide C(#N)C=1C=C(C=CC1)NC(=O)C1=NN(C=2C(N(CCC21)C2=CC=CC=C2)=O)C=2C=NN(C2)C(C)C